6-(2-Fluoro-3,4-dimethylphenyl)-N-[(1s)-1-(4-fluorophenyl)-2-hydroxy-2-methylpropyl]-3-methyl-4-oxo-4,5-dihydropyrazolo[1,5-a]pyrazine-2-carboxamide FC1=C(C=CC(=C1C)C)C=1NC(C=2N(C1)N=C(C2C)C(=O)N[C@H](C(C)(C)O)C2=CC=C(C=C2)F)=O